C(C)(C)(C)C(P[Pd]C1=C(C=CC=C1)C1=C(C=CC=C1)N)C(C)(C)C (di-tert-butyl)methylphosphino(2'-amino-1,1'-biphenyl-2-yl)palladium (II)